C(C)N1N=C(C=C1)C1=CC(=C(C(=O)N[C@@H]2CNCC[C@H]2C2=CC(=C(C=C2)F)F)C=C1)F 4-(1-ethyl-1H-pyrazole-yl)-N-((3S,4S)-4-(3,4-difluorophenyl)piperidin-3-yl)-2-fluorobenzamide